Cl.C(C1=CC=CC=C1)N1CC(NCC1)CC(=O)OC Methyl 2-(4-benzylpiperazin-2-yl)acetate HCl